C1(CCCC1)N1C(C(N(CC1)CC1=NC=C(C=C1F)C1=CC=CC=C1)=O)=O 1-cyclopentyl-4-((3-fluoro-5-phenylpyridin-2-yl)methyl)piperazine-2,3-dione